2,6-dibromo-N,N-dimethylbenzamide BrC1=C(C(=O)N(C)C)C(=CC=C1)Br